Cl.C(CCCCCCCC(=O)O)(=O)O azelaic acid hydrochloride